bis(tert-butoxycarbonylamino)-6-allylpyrazine C(C)(C)(C)OC(=O)NC=1C(=NC(=CN1)CC=C)NC(=O)OC(C)(C)C